C(#N)C1=CC=C(CNC(=O)C2=NN(C=3C(N(CCC32)CC3(CC3)S(NC3COC3)(=O)=O)=O)C)C=C1 N-(4-Cyanobenzyl)-1-methyl-6-((1-(N-(oxetan-3-yl)sulfamoyl)cyclopropyl)methyl)-7-oxo-4,5,6,7-tetrahydro-1H-pyrazolo[3,4-c]pyridine-3-carboxamide